COCC(O)C 2-methoxy-1-methyl-ethanol